N-(2,4-dimethoxybenzyl)isoxazol-3-amine COC1=C(CNC2=NOC=C2)C=CC(=C1)OC